cyclohexan-1,3-dione C1(CC(CCC1)=O)=O